C1(=CC=CC=C1)C(=O)C1(CCCC1)C=C phenyl-(1-vinylcyclopentyl)methanone